FC(CCS(=O)(=O)C)(F)F methyl trifluoropropyl sulfone